N-(4-(aminomethyl)pyridin-2-yl)-6-(5-methyl-1H-pyrazol-4-yl)benzo[d]thiazol-2-amine NCC1=CC(=NC=C1)NC=1SC2=C(N1)C=CC(=C2)C=2C=NNC2C